CC(C)C(C(=O)O)CCC 2-(1-methylethyl)pentanoic acid